(3-methoxypyrrolidin-1-yl)(6-(5-(trifluoromethyl)-1,2,4-oxadiazol-3-yl)imidazo[1,2-a]pyridin-2-yl)methanone COC1CN(CC1)C(=O)C=1N=C2N(C=C(C=C2)C2=NOC(=N2)C(F)(F)F)C1